C(C(C)(C)C)(=O)C(C(C(C)(C)C)=O)=[Zr] (Dipivaloyl-methylene)zirconium